(9H-fluoren-9-yl)methyl 2-(2-(((2-(ethoxycarbonyl)-1H-pyrrol-3-yl)amino)methyl)pyridin-3-yl)-4-(trifluoromethyl)piperidine-1-carboxylate C(C)OC(=O)C=1NC=CC1NCC1=NC=CC=C1C1N(CCC(C1)C(F)(F)F)C(=O)OCC1C2=CC=CC=C2C=2C=CC=CC12